(6R,7aS)-6-(2,3-dichloro-6-hydroxyphenyl)-2-hydroxy-hexahydropyrrolizin-3-one ClC1=C(C(=CC=C1Cl)O)[C@@H]1CN2C(C(C[C@@H]2C1)O)=O